3-cyclopropyl-7-iodo-8-methoxy-[1,2,4]triazolo[4,3-a]pyridine C1(CC1)C1=NN=C2N1C=CC(=C2OC)I